2-cyclopropyl-3-hydroxy-8-methoxy-9-methyl-4-nitro-11-oxo-10,11-dihydrodibenzo[b,f][1,4]oxazepine-6-carboxylic acid C1(CC1)C=1C(=C(C2=C(C(NC=3C(O2)=C(C=C(C3C)OC)C(=O)O)=O)C1)[N+](=O)[O-])O